ClC=1C=CC(=C(C(=O)O)C1)NC(C)C=1C=C(C=C2C(N(C(=NC12)C1=NC=C(C=C1)F)C[2H])=O)F 5-chloro-2-((1-(6-fluoro-2-(5-fluoropyridin-2-yl)-3-deuteromethyl-4-oxo-3,4-dihydro-quinazolin-8-yl)ethyl)amino)benzoic acid